N1[C@H](CC1)COC=1C=CC(=NC1)Cl (R)-5-(2-azetidinylmethoxy)-2-chloropyridine